[I-].C[N+]1=C(C=CC=C1)C 1,2-dimethyl-pyridinium iodide